FC=1C=C(C(=O)NCC2CCC(CC2)N2N=C3C=C(C=CC3=C2)C=2C=NN(C2)C2COCC2)C=C(C1O)F 3,5-difluoro-4-hydroxy-N-{[(1r,4r)-4-{6-[1-(oxolan-3-yl)-1H-pyrazol-4-yl]-2H-indazol-2-yl}cyclohexyl]methyl}benzamide